ClC=1N=CC2=C(N1)N(C=C2)CC2=CC=C(C=C2)C=2N(C=C(N2)C(F)(F)F)C2COC2 [4-([2-chloro-7H-pyrrolo[2,3-d]pyrimidin-7-yl]methyl)phenyl]-1-(oxetan-3-yl)-4-(trifluoromethyl)-1H-imidazole